C(C)(C)(C)C1=CC=C(C=C1)CNC 1-(4-(tertiary butyl)phenyl)-N-methyl-methylamine